O-ethyl S-(1-isobutylethyl) dithiocarbonate C(SC(C)CC(C)C)(OCC)=S